OCC(=O)[C@H](O)[C@@H](O)[C@H](O)CO (D)-sorbose